C(=O)(OC(C)(C)C)N1CCCCC1 Boc-Piperidin